1,3-dichloro-3-methyl-1,3-disilacyclohexane Cl[SiH]1C[Si](CCC1)(C)Cl